5-(3-(cyclopropylamino)azetidin-1-yl)-N-(8-methoxy-2-methylimidazo[1,2-a]pyridin-6-yl)pyrazine-2-carboxamide C1(CC1)NC1CN(C1)C=1N=CC(=NC1)C(=O)NC=1C=C(C=2N(C1)C=C(N2)C)OC